C(CCCCCCC)OC=1C(C(=O)N)=CC=CC1 n-octylsalicylamide